ClC=1C(=C(C(=CC1Cl)Cl)OC(C(=O)OC1=C(C(=C(C=C1Cl)Cl)Cl)C(=O)OCC(CCCC)C)=O)C(=O)OCC(CCCC)C bis{3,4,6-trichloro-2-[(2-methylhexyloxy)carbonyl] phenyl}oxalate